tert-Butyl 4-[[N-tert-butoxycarbonyl-4-(2-cyanoacetyl)-3-methoxy-anilino]methyl]piperidine-1-carboxylate C(C)(C)(C)OC(=O)N(C1=CC(=C(C=C1)C(CC#N)=O)OC)CC1CCN(CC1)C(=O)OC(C)(C)C